COC1=CC=2N(C(=C1)C(F)(F)F)C=C(N2)C2CC(C2)=O 3-[7-methoxy-5-(trifluoromethyl)imidazo[1,2-a]pyridin-2-yl]cyclobutanone